C(CCCCCCCCCCCCCCCCC)C1=CC(=C(C=C1C(=O)O)C(=O)O)CCCCCCCCCCCCCCCCCC distearyl-isophthalic acid